(1R*,2R*)-2-(2-hydroxyethyl)cyclohexan-1-ol OCC[C@@H]1[C@@H](CCCC1)O |o1:3,4|